(1s,5r)-3-(1,3-benzodioxol-5-ylmethyl)-N-[6-(2-chloro-5-fluoro-phenyl)pyridazin-3-yl]-3-azabicyclo[3.1.0]hexane-6-amine O1COC2=C1C=CC(=C2)CN2C[C@H]1C([C@H]1C2)NC=2N=NC(=CC2)C2=C(C=CC(=C2)F)Cl